8-n-propenyl-2-trifluoromethyl-2H-benzopyran-3-carboxylate C(=CC)C1=CC=CC=2C=C(C(OC21)C(F)(F)F)C(=O)[O-]